(R)- or (S)-phenethyl-amine C(CC1=CC=CC=C1)N